2-(2-amino-6-((4-(piperidin-1-ylmethyl)phenyl)amino)-9H-purin-9-yl)-N-(1-ethyl-3-methyl-1H-pyrazol-5-yl)acetamide NC1=NC(=C2N=CN(C2=N1)CC(=O)NC1=CC(=NN1CC)C)NC1=CC=C(C=C1)CN1CCCCC1